FC1=C(O)C=CC=C1O 2-fluororesorcinol